CCCCCOC(=O)C=C n-pentyl acrylate